N-(4-methoxyphenyl)-3-phenylpropionamide COC1=CC=C(C=C1)NC(CCC1=CC=CC=C1)=O